N-(4-(4-amino-7-(piperidin-4-yl)pyrrolo[2,1-f][1,2,4]triazin-5-yl)phenyl)-1-isopropyl-2,4-dioxo-3-phenyl-1,2,3,4-tetrahydropyrimidine-5-carboxamide NC1=NC=NN2C1=C(C=C2C2CCNCC2)C2=CC=C(C=C2)NC(=O)C=2C(N(C(N(C2)C(C)C)=O)C2=CC=CC=C2)=O